C(C)(=O)N[C@@H](CCO)C(=O)O acetyl-L-homoserine